C1(CCCCC1)C(=O)N1CCN(CC1)CC=1C=C(C=CC1)NS(=O)(=O)C1=CC=CC=C1 N-(3-((4-(cyclohexanecarbonyl)piperazin-1-yl)methyl)phenyl)benzenesulfonamide